5-fluoro-1H-indole-2-carboxylic acid 2-aminoethyl ester NCCOC(=O)C=1NC2=CC=C(C=C2C1)F